ethyl 1-(2-{[(tert-butoxy)carbonyl] (methyl)amino}ethyl)-1H-pyrazole-4-carboxylate C(C)(C)(C)OC(=O)N(CCN1N=CC(=C1)C(=O)OCC)C